3-{[2-(4-chlorophenyl)imidazo[1,2-a]pyrimidin-3-yl]methyl}-N-(2,6-difluorophenyl)-3,8-diazabicyclo[3.2.1]octane-8-carboxamide ClC1=CC=C(C=C1)C=1N=C2N(C=CC=N2)C1CN1CC2CCC(C1)N2C(=O)NC2=C(C=CC=C2F)F